C(#N)\C=C(/C(F)F)\[O-].[Na+] sodium (1E)-1-cyano-3,3-difluoroprop-1-en-2-olate